FC=1C=C2C(=CNC2=CC1F)NC(C1=CC(=CC=C1)OC(F)F)=O N-(5,6-difluoro-1H-indol-3-yl)-3-(difluoro-methoxy)benzamide